(E)-1-[4-Bromo-2-(4-methylpiperazin-1-yl)phenyl]-3-[3-[(dimethylamino)methyl]-4-hydroxyphenyl]prop-2-en-1-one BrC1=CC(=C(C=C1)C(\C=C\C1=CC(=C(C=C1)O)CN(C)C)=O)N1CCN(CC1)C